5-((4-(4-methylthiazol-5-yl)benzyl)carbamoyl)pyrrolidin-3-yl 2,2-dimethyl-4-oxo-3,8,11,14,17,20-hexaoxa-5-azadocosan-22-oate CC(C)(OC(NCCOCCOCCOCCOCCOCC(=O)OC1CNC(C1)C(NCC1=CC=C(C=C1)C1=C(N=CS1)C)=O)=O)C